tert-butyl ((1r,3r)-3-((6-(1-(4-((2-cyanopyrimidin-5-yl)oxy)phenyl) ethyl)pyridin-3-yl)oxy)cyclobutyl)carbamate C(#N)C1=NC=C(C=N1)OC1=CC=C(C=C1)[C@@H](C)C1=CC=C(C=N1)OC1CC(C1)NC(OC(C)(C)C)=O